BrC=1C(=NC(=CN1)C1CC1)C(=O)OC methyl 3-bromo-6-cyclopropylpyrazine-2-carboxyLat